2-(2-((5-(3-(1H-imidazol-5-yl)phenyl)-1-isopropyl-1H-indazol-3-yl)methoxy)phenyl)acetic acid N1C=NC=C1C=1C=C(C=CC1)C=1C=C2C(=NN(C2=CC1)C(C)C)COC1=C(C=CC=C1)CC(=O)O